pyrrole-2(1H)-formate N1C(=CC=C1)C(=O)[O-]